3-(4'-Chloro-1',2'-dihydrospiro[cyclopropane-1,3'-pyrrolo[2,3-b]pyridin]-5'-yl)-N,N-dimethyl-1H-indole-7-carboxamide ClC1=C2C(=NC=C1C1=CNC3=C(C=CC=C13)C(=O)N(C)C)NCC21CC1